2-((1-(4-(2-(2-Aminopyridin-3-yl)-5-phenyl-3H-imidazo[4,5-b]pyridin-3-yl)benzyl)piperidin-4-yl)amino)-6-hydroxybenzaldehyde NC1=NC=CC=C1C1=NC=2C(=NC(=CC2)C2=CC=CC=C2)N1C1=CC=C(CN2CCC(CC2)NC2=C(C=O)C(=CC=C2)O)C=C1